(±)-3-(5-chloro-2-methoxyphenyl)-1,3-dihydro-3-fluoro-7-(trifluoromethyl)2H-indol-2-one ClC=1C=CC(=C(C1)[C@]1(C(NC2=C(C=CC=C12)C(F)(F)F)=O)F)OC |r|